CC1=NOC(=C1C1=CC=C2C(=N1)C(=CN2)NC2=CC=CC=C2)C 5-(3,5-dimethylisoxazol-4-yl)-N-phenyl-1H-pyrrolo[3,2-b]pyridin-3-amine